N-octyl-1,2-benzisothiazolin-3-one C(CCCCCCC)N1SC2=C(C1=O)C=CC=C2